3-((7H-pyrido[4',3':4,5]pyrrolo[2,3-c][1,7]naphthyridin-6-yl)amino)-N,N-dimethylbenzamide C1=C2C3=C(C(=NC2=CN=C1)NC=1C=C(C(=O)N(C)C)C=CC1)NC1=C3C=CN=C1